C1(CC\C=C/CCC1)CNC1CCCCC1 (Z)-N-(cyclooct-4-en-1-ylmethyl)-cyclohexanamine